NC1=C(C(=NN1[C@@H](C)C1=C(C(=C(C(=C1)Cl)F)[C@@H]1CNC(C1)=O)OCC)C)C#N 5-amino-1-((S)-1-(5-chloro-2-ethoxy-4-fluoro-3-((R)-5-oxopyrrolidin-3-yl)phenyl)ethyl)-3-methyl-1H-pyrazole-4-carbonitrile